iron (I) hexafluoroantimonate F[Sb-](F)(F)(F)(F)F.[Fe+]